F[B-](F)(F)F.C(CCCCCCCCCCC)N1C(=[N+](C=C1)C)C 1-dodecyl-2,3-dimethylimidazolium tetrafluoroborate